ClC1=NC=C(C=C1SCC)[Sn](CCCC)(CCCC)CCCC 2-chloro-3-(ethylsulfanyl)-5-(tributylstannyl)pyridine